1-O-carboxymethyl-D-fructose C(=O)(O)COCC(=O)[C@@H](O)[C@H](O)[C@H](O)CO